m-((4-iodobutyl)sulfonamido)-L-phenylalanine ICCCCS(=O)(=O)NC=1C=C(C[C@H](N)C(=O)O)C=CC1